C(=C)C(C1=CC=CC=C1)C(C)O[Si](OCC)(OCC)CCC (vinylbenzyl)propyltriethoxysilane